CS(=O)(=O)C1=NN=NN1C1=CC=C(C=C1)O 4-(5-methanesulfonyl-[1,2,3,4]tetrazol-1-yl)-phenol